[C@@H]1([C@H](O)[C@@H](O)[C@@H](O)[C@H](O1)CO)O[C@@H]([C@@H]([C@H](C(=O)O)O)O)[C@H](O)CO 4-O-β-D-galactopyranosyl-D-gluconic acid